2-bromo-4-[5-(trifluoromethyl)-1,2,4-oxadiazol-3-yl]benzaldehyde BrC1=C(C=O)C=CC(=C1)C1=NOC(=N1)C(F)(F)F